N,N-diallyl-ammonium C(C=C)[NH2+]CC=C